10-(4-(3-oxa-7-azabicyclo[3.3.1]nonan-7-yl)butyl)-3,7-dibromo-8-methyl-10H-benzo[b]pyrido[2,3-e][1,4]oxazine C12COCC(CN(C1)CCCCN1C3=C(OC4=C1N=CC(=C4)Br)C=C(C(=C3)C)Br)C2